4-(((3R,4R)-1-(2-cyanoacetyl)-4-methylpiperidin-3-yl)(methyl)amino)-N-methyl-7H-pyrrolo[2,3-d]pyrimidine C(#N)CC(=O)N1C[C@@H]([C@@H](CC1)C)N(C=1C2=C(N(CN1)C)NC=C2)C